CN1C(NC(CC1=O)=O)=O 1-Methyl-2,4,6-trioxo-hexahydro-pyrimidin